5-hydroxy-1-(4-hydroxy-3-methoxy-phenyl)-7-(4-nitro-phenyl)-hepta-1,4,6-trien-3-one OC(=CC(C=CC1=CC(=C(C=C1)O)OC)=O)C=CC1=CC=C(C=C1)[N+](=O)[O-]